BrC1=CC=C(C=C1)N1N=C(C(=C1)C1=CC=C(C=C1)F)C1OCC(N1CCC1=CC=C(C=C1)NC(C)=O)=O N-(4-(2-(2-(1-(4-bromophenyl)-4-(4-fluorophenyl)-1H-pyrazol-3-yl)-4-oxooxazolidin-3-yl)ethyl)phenyl)acetamide